OC1C=C(C[C@H](N)C(=O)O)C=CC1(O)O 3,4-dihydroxytyrosine